2-[(2S)-1,4-Dioxan-2-ylmethyl]-N-[2-(pyridin-3-yl)ethyl]-8-(trifluoromethyl)-4,5-dihydro-2H-furo[2,3-g]indazol-7-carboxamide O1[C@H](COCC1)CN1N=C2C3=C(CCC2=C1)OC(=C3C(F)(F)F)C(=O)NCCC=3C=NC=CC3